N-[2-(2-aminoethylamino)-2-oxo-ethyl]-4-[[(3R,4R)-1-(2-cyanoacetyl)-4-methyl-3-piperidyl]-methyl-amino]pyrrolo[2,3-d]pyrimidine-7-carboxamide hydrochloride Cl.NCCNC(CNC(=O)N1C=CC2=C1N=CN=C2N(C)[C@H]2CN(CC[C@H]2C)C(CC#N)=O)=O